methyl (2R,3R)-3-((S)-1-((3R,4S,5S)-4-((S)-N,3-dimethyl-2-((S)-1-methylpiperidine-2-carboxamido)butanamido)-3-methoxy-5-methylheptanoyl)pyrrolidin-2-yl)-3-methoxy-2-methylpropanoate CN(C([C@H](C(C)C)NC(=O)[C@H]1N(CCCC1)C)=O)[C@H]([C@@H](CC(=O)N1[C@@H](CCC1)[C@@H]([C@H](C(=O)OC)C)OC)OC)[C@H](CC)C